C[C@@H]1CN(C[C@@H](O1)C)C(=O)C=1C=2C(=NN1)CCC2 3-(cis-2,6-dimethylmorpholine-4-carbonyl)-5,6-dihydrocyclopenta[c]pyrazol